CC(CC(C#N)C1=NC=C(C(=C1)CC=O)C)C 4-methyl-2-(5-methyl-4-(2-oxoethyl)pyridin-2-yl)valeronitrile